[SiH2]=[Zr](C1C=CC=C1)C1C=CC=C1 silylenebis(cyclopentadienyl)zirconium